BrC=1N=CN(C1)C(CN(C)C)C1=CC(=C(C=C1)Cl)Cl 2-(4-bromoimidazol-1-yl)-2-(3,4-dichlorophenyl)-N,N-dimethyl-ethylamine